N-{(2s,3r)-4,4-difluoro-2-[(3'-fluoro[1,1'-biphenyl]-3-yl)methyl]pyrrolidin-3-yl}ethanesulfonamide hydrochloride Cl.FC1([C@@H]([C@@H](NC1)CC=1C=C(C=CC1)C1=CC(=CC=C1)F)NS(=O)(=O)CC)F